5-phenyl-1H-pyrazole-3-amine C1(=CC=CC=C1)C1=CC(=NN1)N